(1R,3S)-3-(5-((6-(((S)-4-amino-3,3-difluoropentyl)oxy)pyrazin-2-yl)amino)-1-(tert-butyl)-1H-pyrazol-3-yl)cyclopentyl (4-nitrophenyl) carbonate C(O[C@H]1C[C@H](CC1)C1=NN(C(=C1)NC1=NC(=CN=C1)OCCC([C@H](C)N)(F)F)C(C)(C)C)(OC1=CC=C(C=C1)[N+](=O)[O-])=O